NC1=C([Se]C=C1C(C)(C)C)C#N 3-amino-4-(tert-butyl)selenophene-2-carbonitrile